3-((4-methylphenyl)sulfonamido)-N-(m-tolyl)benzamide CC1=CC=C(C=C1)S(=O)(=O)NC=1C=C(C(=O)NC=2C=C(C=CC2)C)C=CC1